C1(CCCCC1)(C1=CC(=C(C(=C1)C)O)C)C1=CC(=C(C(=C1)C)O)C 4,4'-cyclohexylidenebis[2,6-dimethylphenol]